ClC1=CC=NC2=CC(=CC=C12)OCC(=O)N1CCN(CC1)C 2-[(4-chloroquinolin-7-yl)oxy]-1-(4-methylpiperazin-1-yl)ethan-1-one